3-cyclopropyl-N-(2-(methylsulfonyl)pyridin-4-yl)-1-((tetrahydrofuran-2-yl)methyl)-4-(trifluoromethyl)-1H-pyrazole-5-carboxamide C1(CC1)C1=NN(C(=C1C(F)(F)F)C(=O)NC1=CC(=NC=C1)S(=O)(=O)C)CC1OCCC1